(2E)-4-(dimethylamino)-1-[2-(2-fluoro-4-methylphenyl)-3-(1H-pyrrolo[2,3-b]pyridin-4-yl)-6,7-dihydropyrazolo[1,5-a]pyrazin-5(4H)-yl]but-2-en-1-one CN(C/C=C/C(=O)N1CC=2N(CC1)N=C(C2C2=C1C(=NC=C2)NC=C1)C1=C(C=C(C=C1)C)F)C